ClC1=CC=NC(=C1C=O)N1C(C=2C=C3CCCCN3C2C=C1)=O 4-chloro-2-(1-oxo-6,7,8,9-tetrahydropyrido[3,4-b]indolizin-2(1H)-yl)nicotinaldehyde